[Fe].S1C=NC2=C1C=CC=C2 Benzothiazole iron